4-(benzylsulfonyl)benzaldehyde C(C1=CC=CC=C1)S(=O)(=O)C1=CC=C(C=O)C=C1